Cl.NC/C(/CN1N=CN(C1=O)C1=CC(=CC=C1)C1=CC2=C(OCCO2)C=C1)=C/F 2-[(2Z)-2-(aminomethyl)-3-fluoroprop-2-en-1-yl]-4-[3-(2,3-dihydro-1,4-benzodioxin-6-yl)phenyl]-2,4-dihydro-3H-1,2,4-triazol-3-one hydrochloride